((1R)-1-(5-benzyl-3-(((2-methylpyridin-4-yl)methoxy)methyl)-4,5-dihydroisoxazole-5-carboxamido)-2-phenylethyl)boronic acid C(C1=CC=CC=C1)C1(CC(=NO1)COCC1=CC(=NC=C1)C)C(=O)N[C@@H](CC1=CC=CC=C1)B(O)O